C(=O)C1=CC2=C(OCCC3=C2C=CS3)C=C1C=1C(=NC(=CC1)C(NCCC)=O)C(=O)OC methyl 3-(9-formyl-4,5-dihydrobenzo[b]thieno[3,2-d]oxepin-8-yl)-6-(propylcarbamoyl)picolinate